6-(2,4-difluorophenyl)-pyrimidine-5-carbaldehyde FC1=C(C=CC(=C1)F)C1=C(C=NC=N1)C=O